FC(C1=C(C=CC(=C1)N)NC(C1=CC=C(C(=O)NC2=C(C=C(C=C2)N)C(F)(F)F)C=C1)=O)(F)F N,N'-bis(2-trifluoromethyl-4-aminophenyl)terephthalamide